oxo-lactic acid O=CC(C(=O)O)O